5,6,7,8-tetrahydro-[1,2,4]triazolo[4,3-a]pyrazine trifluoroacetate FC(C(=O)O)(F)F.N=1N=CN2C1CNCC2